3-methoxy-N2-methylpyridine-2,5-diamine COC=1C(=NC=C(C1)N)NC